2-chloro-N-methyl-propionamide ClC(C(=O)NC)C